ClCC(=O)C1=C(C=CC(=C1)F)F 2-Chloro-2',5'-difluoroacetophenone